C(C)(C)(C)OC(=O)N1CC2=CC=C(C=C2C1)CC=1C(OC2=CC(=CC=C2C1C)OC1=NC=CC=C1F)=O tert-butyl-5-[[7-[(3-fluoro-2-pyridyl)oxy]-4-methyl-2-oxo-chromen-3-yl]methyl]isoindoline-2-carboxylate